FC=1N=C2C(=NC1)NC=C2I 2-fluoro-7-iodo-5H-pyrrolo[2,3-b]Pyrazine